C(=O)O.ONC(/C=C/C1=CC=C(CNC(=O)C2=NC=NC=C2)C=C1)=O N-(4-((E)-3-(hydroxyamino)-3-oxoprop-1-en-1-yl)benzyl)pyrimidine-4-carboxamide formate salt